4-[5-(1-ethyl-3-methyl-1H-pyrazol-5-yl)-4H-1,2,4-triazol-3-yl]-1-[3-(piperidin-3-yl)propyl]-1H-indazole-6-carboxamide C(C)N1N=C(C=C1C=1NC(=NN1)C1=C2C=NN(C2=CC(=C1)C(=O)N)CCCC1CNCCC1)C